C(C)(C)(C)C1N2C(C3=CC(=C(C=C3C1)C1=CN=C(S1)COCC)OC)=CC(C(=C2)C(=O)O)=O 6-tert-butyl-9-[2-(ethoxymethyl)thiazol-5-yl]-10-methoxy-2-oxo-6,7-dihydro-2H-pyrido[2,1-a]isoquinoline-3-carboxylic acid